6-(4-(((tert-butyldimethylsilyl)oxy)methyl)-2,5-dimethylthiophene-3-carboxamido)spiro[3.3]Heptane-2-carboxylic acid methyl ester COC(=O)C1CC2(C1)CC(C2)NC(=O)C2=C(SC(=C2CO[Si](C)(C)C(C)(C)C)C)C